tert-butyl (2-chloro-3-iodophenyl) sulfide ClC1=C(C=CC=C1I)SC(C)(C)C